C(#N)C1=CC(=NC=C1)NC1CN(C1)C(=O)OC(C)(C)C tert-Butyl 3-(4-cyanopyridin-2-ylamino)azetidine-1-carboxylate